8-Cyclopentyl-2-(methylsulfinyl)pyrido[2,3-d]pyrimidin-7(8H)-one C1(CCCC1)N1C(C=CC2=C1N=C(N=C2)S(=O)C)=O